3-(5-((1-(2-(4-(3-((4-([1,1'-biphenyl]-3-yl)-5-chloropyrimidin-2-yl)amino)cyclohexane-1-carbonyl)piperazin-1-yl)acetyl)piperidin-4-yl)oxy)-1-oxoisoindolin-2-yl)piperidine-2,6-dione C1(=CC(=CC=C1)C1=NC(=NC=C1Cl)NC1CC(CCC1)C(=O)N1CCN(CC1)CC(=O)N1CCC(CC1)OC=1C=C2CN(C(C2=CC1)=O)C1C(NC(CC1)=O)=O)C1=CC=CC=C1